N-(4-(5-(2-acetamidopyridin-4-yl)-2-(methylthio)-1-((2-(trimethylsilyl)ethoxy)methyl)-1H-imidazol-4-yl)-2,3-dihydro-1H-inden-1-yl)-1H-indole-4-carboxamide C(C)(=O)NC1=NC=CC(=C1)C1=C(N=C(N1COCC[Si](C)(C)C)SC)C1=C2CCC(C2=CC=C1)NC(=O)C=1C=2C=CNC2C=CC1